O[C@@H](CCCCC(=O)[O-])CN(CC)CCO (S)-4-(2-hydroxy-3-((2-hydroxyethyl)(ethyl)amino)propyl)butyrate